OCCOCCOCCNC(OC(C)(C)C)=O tert-butyl (2-(2-(2-hydroxyethoxy)-ethoxy)ethyl)carbamate